BrC1=CC(=CC=C1)[C@@H]1CC(CC1)OC(F)(F)F 1-bromo-3-((1S)-3-(trifluoromethoxy)cyclopentyl)benzene